bis(2-acetoxybenzoic acid) calcium [Ca].C(C)(=O)OC1=C(C(=O)O)C=CC=C1.C(C)(=O)OC1=C(C(=O)O)C=CC=C1